3-(difluoromethyl)-N-(5-(2-((2S,6R)-2,6-dimethylmorpholino)pyrimidin-5-yl)-4-fluoro-2-((3S,5R)-3,4,5-trimethylpiperazin-1-yl)phenyl)-5-fluoropicolinamide FC(C=1C(=NC=C(C1)F)C(=O)NC1=C(C=C(C(=C1)C=1C=NC(=NC1)N1C[C@@H](O[C@@H](C1)C)C)F)N1C[C@@H](N([C@@H](C1)C)C)C)F